CNC(C(O)C1=CC=CC=C1)C 2-(methylamino)-1-phenylpropan-1-ol